OC(CCCCC1=CC=C(C=C1)C=CC1=C(C=CC=C1)O)(C)C 2-[4-(5-hydroxy-5-methyl-hexyl)phenyl]-vinyl-phenol